[4-[3-(difluoromethyl)-4-nitro-pyrazol-1-yl]cyclohexyl] 2,2,2-trifluoroacetate FC(C(=O)OC1CCC(CC1)N1N=C(C(=C1)[N+](=O)[O-])C(F)F)(F)F